1-(17-azido-3,6,9,12,15-pentaoxaheptadecyl)-1H-imidazole N(=[N+]=[N-])CCOCCOCCOCCOCCOCCN1C=NC=C1